C(C=C)(=O)OCCCCCCCCCCCCCCCCC[Si](C)(C)I acryloyloxyheptadecyl-iododimethylsilane